bis[4-(9H-carbazol-9-yl)phenyl]-N,N'-diphenyl-stilbene-4,4'-diamine C1=CC=CC=2C3=CC=CC=C3N(C12)C1=CC=C(C=C1)C(=C(C1=CC=C(C=C1)NC1=CC=CC=C1)C1=CC=C(C=C1)N1C2=CC=CC=C2C=2C=CC=CC12)C1=CC=C(C=C1)NC1=CC=CC=C1